(S)-2-ethyl-1-((R)-5-(pyridin-2-yl)-2,3-dihydro-1H-indene-2-carbonyl)indoline-6-sulfonamide ethyl-(4aS,7aR)-1-methyl-2-oxo-octahydro-1H-cyclopenta[b]pyridine-4a-carboxylate C(C)OC(=O)[C@]12[C@H](N(C(CC1)=O)C)CCC2.C(C)[C@@H]2N(C1=CC(=CC=C1C2)S(=O)(=O)N)C(=O)[C@@H]2CC1=CC=C(C=C1C2)C2=NC=CC=C2